CS(=O)(=O)C(C)N1N=C(C=C1)C(=O)[Li] [1-(1-methylsulfonylethyl)pyrazole-3-carbonyl]Lithium